NC=1C(=CSC1)C(=O)O 4-AMINOTHIOPHENE-3-CARBOXYLIC ACID